2-(7-((1R,2R,5S)-8-ethyl-8-azabicyclo[3.2.1]octan-2-yl)-4-methyl-7H-imidazo[4,5-c]pyridazin-3-yl)-5-(trifluoromethyl)phenol C(C)N1[C@H]2[C@@H](CC[C@@H]1CC2)N2C=NC1=C2N=NC(=C1C)C1=C(C=C(C=C1)C(F)(F)F)O